2-AMINOETHYLMETHYLSULFONE HYDROCHLORIDE Cl.NCCS(=O)(=O)C